N'-((1,2,3,5,6,7-hexahydro-s-indacen-4-yl)carbamoyl)-2-methyl-1,2,3,4-tetrahydro-isoquinoline-6-sulfonimidamide C1CCC2=C(C=3CCCC3C=C12)NC(=O)N=S(=O)(N)C=1C=C2CCN(CC2=CC1)C